(S)-4-amino-N-(5-(1-aminoethyl)pyridin-3-yl)-1-(4-ethyl-2,6-dimethylphenyl)-6-oxo-1,6-dihydropyrimidine-5-carboxamide NC=1N=CN(C(C1C(=O)NC=1C=NC=C(C1)[C@H](C)N)=O)C1=C(C=C(C=C1C)CC)C